N[C@@H]1C([C@@H](C1)[C@H](C)NC=1C=C(C=CC1Cl)C1=NNC(O1)=O)(C)C 5-[3-({(1S)-1-[(1R,3S)-3-amino-2,2-dimethylcyclobutyl]ethyl}amino)-4-chlorophenyl]-1,3,4-oxadiazol-2(3H)-one